C(CCC)C1=CC=C(C=C1)P(C1=CC=C(C=C1)CCCC)=O bis(4-butylphenyl)phosphine oxide